[2-ethoxy-3-[4-[2-[4-[2-ethoxy-3-(2-methylprop-2-enoyloxy)propoxy]phenyl]propan-2-yl]phenoxy]propyl] 2-methylprop-2-enoate CC(C(=O)OCC(COC1=CC=C(C=C1)C(C)(C)C1=CC=C(C=C1)OCC(COC(C(=C)C)=O)OCC)OCC)=C